(R)-2-Fluoro-4-(3-(hydroxymethyl)piperazin-1-yl)-N-methylbenzamide FC1=C(C(=O)NC)C=CC(=C1)N1C[C@@H](NCC1)CO